N-((3R,5S)-5-(difluoromethyl)-1-((difluoromethyl)sulfonyl)piperidin-3-yl)-2-(2-(6-((cis)-2,6-dimethylmorpholino)pyridin-2-yl)-1,6-naphthyridin-7-yl)acetamide FC([C@H]1C[C@H](CN(C1)S(=O)(=O)C(F)F)NC(CC1=NC=C2C=CC(=NC2=C1)C1=NC(=CC=C1)N1C[C@@H](O[C@@H](C1)C)C)=O)F